ClC=1C(=C(C=O)C=CC1OCC1=C(C(=CC=C1)C1=CC2=C(OCCO2)C=C1)C)OCC1CCOCC1 chloro-4-((3-(2,3-dihydrobenzo[b][1,4]dioxin-6-yl)2-methylbenzyl)oxy)-2-((tetrahydro-2H-pyran-4-yl)methoxy)benzaldehyde